FC(C(=O)[O-])(F)F.NC(=O)C1=CC=CC2=CN(N=C12)C1=CC=C(C=C1)NC(CC1CC[NH+](CC1)C)=O 4-[2-({4-[7-(aminocarbonyl)-2H-indazol-2-yl]phenyl}amino)-2-oxoethyl]-1-methylpiperidinium trifluoroacetate